C(#C)C1=CC=C(C=C1)C1=CC=C(C=C1)C#C 4,4'-diethynyl-1,1'-biphenyl